C(C)(C)(C)NS(=O)(=O)C1=C(C=CC(=C1)NC(=O)N[C@H](C)C1=NC=CC=C1)C1=CN=C(S1)C1CCC(CC1)NC(OC(C)C)=O isopropyl ((1R,4r)-4-(5-(2-(N-(tert-butyl)sulfamoyl)-4-(3-((R)-1-(pyridin-2-yl)ethyl)ureido)phenyl)thiazol-2-yl)cyclohexyl)carbamate